NC=1C=C(C(=O)OC)C=C(C1NCC1=CC=C(C=C1)Br)OC methyl 3-amino-4-((4-bromobenzyl) amino)-5-methoxybenzoate